Cl.N1C(=CC2=CC=CC=C12)C#N Z-indole-2-carbonitrile hydrochloride